C(C)C=1C(NC=2C=C(C=NC2C1)CN1C[C@@H]2N(C3=C(OC2)N=C(C=C3)C(=O)NC)CC1)=O (S)-3-((7-Ethyl-6-oxo-5,6-dihydro-1,5-naphthyridin-3-yl)methyl)-N-methyl-1,2,3,4,4a,5-hexahydropyrazino[1,2-d]pyrido[2,3-b][1,4]oxazine-8-carboxamide